(Z)-3-(3-(3,5-bis(trifluoromethyl)phenyl)-1H-1,2,4-triazol-1-yl)-N-methyl-N-(oxazol-5-ylmethyl)acrylamide FC(C=1C=C(C=C(C1)C(F)(F)F)C1=NN(C=N1)\C=C/C(=O)N(CC1=CN=CO1)C)(F)F